FC1=CC(=C(C=C1C=1C=NC(=NC1)N1C[C@H](O[C@H](C1)C)C)NC(=O)C1=CNC(C=C1C(F)(F)F)=O)N1C[C@H](N([C@@H](C1)C)C)C |r| N-[4-fluoro-5-[2-[rac-(2R,6S)-2,6-dimethylmorpholin-4-yl]pyrimidin-5-yl]-2-[rac-(3R,5R)-3,4,5-trimethylpiperazin-1-yl]phenyl]-6-oxo-4-(trifluoromethyl)-1H-pyridine-3-carboxamide